FC=1C=C(C=CC1N1C(CN(CC1)C)C1CCNCC1)C1(N=C(NN1)N)N 5-(3-fluoro-4-(4-N-methylpiperidin-4-ylpiperazinyl)phenyl)-1H-1,2,4-triazole-3,5-diamine